5-Ethyl-4-hydroxy-3-n-propyl-1-isopropyl-pyrazol C(C)C1=C(C(=NN1C(C)C)CCC)O